1,5-dibromopentane-2,4-dione BrCC(CC(CBr)=O)=O